5-fluoro-2-(3-(4-fluoro-2-iodophenoxy)propoxy)-1-iodo-3-methylbenzene FC=1C=C(C(=C(C1)I)OCCCOC1=C(C=C(C=C1)F)I)C